FC=1C=NC=CC1N1C(CN(CC1)C(=O)N[C@H](C)C1=CC(=CC=C1)OC)=O (R)-4-(3-Fluoropyridin-4-yl)-N-(1-(3-methoxyphenyl)ethyl)-3-oxopiperazine-1-carboxamide